7-([4-[2-(4-chlorophenyl)ethyl]-5-oxo-4,5-dihydro-1,3,4-oxadiazol-2-yl]methyl)-1-methyl-6,7-dihydro-1H-purin-6-one ClC1=CC=C(C=C1)CCN1N=C(OC1=O)CN1C=NC=2N=CN(C(C12)=O)C